[13C](C(O)C)(=O)[O-] [1-13C]lactate